tris-(hydroxypropyl)-phosphine OCCCP(CCCO)CCCO